N1(CCCCCC1)C=1N=C(C2=C(C=NNC2=O)N1)NC1=CC=C(C=C1)N1CCC2(CC2C(=O)O)CC1 6-(4-((2-(azepan-1-yl)-5-oxo-5,6-dihydropyrimido[4,5-d]pyridazin-4-yl)amino)phenyl)-6-azaspiro[2.5]octane-1-carboxylic acid